C(C)(C)(C)OC(=O)N1[C@H]([C@H](CC1)NS(=O)(=O)CC)CC=1N=C(SC1)C1=CC(=CC(=C1)F)F (2S,3S)-2-((2-(3,5-difluorophenyl)-1,3-thiazol-4-yl)methyl)-3-((ethylsulfonyl)amino)pyrrolidine-1-carboxylic acid tert-butyl ester